C(CC)[Si](OC(C)C)(OC(C)C)OC(C)C propyltris(isopropoxy)silane